C(#N)C=1C(N(C2=CC=C(N=C2C1N(C1CCC(CC1)N(C(=O)C1CC1)C1=CC=C(C=C1)F)C)C#N)C)=O N-(4-((3,6-dicyano-1-methyl-2-oxo-1,2-dihydro-1,5-naphthyridin-4-yl)(methyl)amino)cyclohexyl)-N-(4-fluorophenyl)cyclopropanecarboxamide